methyl S-((R)-3,4-bis((tert-butoxycarbonyl)amino)butyl)-N-(tert-butoxycarbonyl)-L-homocysteinate C(C)(C)(C)OC(=O)N[C@H](CCSCC[C@H](NC(=O)OC(C)(C)C)C(=O)OC)CNC(=O)OC(C)(C)C